NCCOCCOCCOCCOCCC(NCCOCCOCCOCCOCCC(NCCOCCOCCOCCOCCC(=O)OCC1=CC=CC=C1)=O)=O benzyl 1-amino-15,31-dioxo-3,6,9,12,19,22,25,28,35,38,41,44-dodecaoxa-16,32-diazaheptatetracontan-47-oate